FC(C=1N=C(OC1C(=O)N1[C@@H](C2=C(CC1)NC=N2)C=2OC1=C(N2)C=CC(=C1)F)[C@H](C)O)F (4-(difluoromethyl)-2-((S)-1-hydroxyethyl)oxazol-5-yl)((S)-4-(6-fluorobenzo[d]oxazol-2-yl)-6,7-dihydro-1H-imidazo[4,5-c]pyridin-5(4H)-yl)methanone